(2S)-1-(3-(cyclobutylsulfonyl)phenoxy)-3-(8-(naphthalen-2-ylsulfonyl)-1-oxa-8-azaspiro[4.5]decan-3-ylamino)propan-2-ol C1(CCC1)S(=O)(=O)C=1C=C(OC[C@H](CNC2COC3(C2)CCN(CC3)S(=O)(=O)C3=CC2=CC=CC=C2C=C3)O)C=CC1